FC(C(C(C(C(C(C(C(C(C(C(C(C(C(F)(F)F)(F)F)(F)F)(F)F)(F)F)(F)F)(F)F)(F)F)(F)F)(F)F)(F)F)(F)F)(F)F)(F)F 1,1,1,2,2,3,3,4,4,5,5,6,6,7,7,8,8,9,9,10,10,11,11,12,12,13,13,14,14,14-triacontafluorotetradecane